(S)-2-{[(2R,3R,4R,5R)-5-(2,4-dioxo-3,4-dihydro-2H-pyrimidin-1-yl)-4-fluoro-3-hydroxy-4-methyl-tetrahydrofuran-2-ylmethoxy]-phenoxy-phosphorylamino}propanoic acid cyclobutyl ester C1(CCC1)OC([C@H](C)N=P(=O)OC1=C(C=CC=C1)OC[C@H]1O[C@H]([C@]([C@@H]1O)(C)F)N1C(NC(C=C1)=O)=O)=O